C(C)(C)NC(=O)C=1OC(=CC1)C=1C=NC=CC1 N-isopropyl-5-(pyridin-3-yl)furan-2-carboxamide